4-bromo-N-(2-(3,3-difluoropyrrolidin-1-yl)-4-iodopyridin-3-yl)benzamide BrC1=CC=C(C(=O)NC=2C(=NC=CC2I)N2CC(CC2)(F)F)C=C1